(S)-6-((4-((2-hydroxy-1-phenylethyl)amino)-5-(3-(quinuclidin-4-yl)-1,2,4-oxadiazol-5-yl)pyrimidin-2-yl)amino)-1-isopropyl-2-propyl-1,2-dihydro-3H-pyrazolo[3,4-b]pyridin-3-one OC[C@H](C1=CC=CC=C1)NC1=NC(=NC=C1C1=NC(=NO1)C12CCN(CC1)CC2)NC2=CC=C1C(=N2)N(N(C1=O)CCC)C(C)C